ClC1=CC=C(CSC2=NC=3N(C(N(C(C3N2C)=O)C)=O)C)C=C1 8-((4-chlorobenzyl)thio)-1,3,7-trimethyl-1H-purine-2,6(3H,7H)-dione